N[C@H](C(=O)N1CCN(CC1)C1=NC=2N(C=C1)N=CC2C2=C(C=CC(=C2)F)F)C(C)C (S)-2-amino-1-(4-(3-(2,5-difluorophenyl)pyrazolo[1,5-a]pyrimidin-5-yl)piperazin-1-yl)-3-methylbutan-1-one